6-(2,2-difluoroethoxy)-4-(4-(difluoromethoxy)phenyl)-2-(4-methyl-3,4-dihydro-2H-benzo[b][1,4]oxazin-6-yl)pyrido[3,2-c]pyridazin-3(2H)-one FC(COC=1C=CC2=NN(C(C(=C2N1)C1=CC=C(C=C1)OC(F)F)=O)C1=CC2=C(OCCN2C)C=C1)F